(S)-4-(7-Chloro-8-fluoro-2-methylpyrido[4,3-d]pyrimidin-4-yl)-1,4-oxazepan-6-ol ClC1=C(C=2N=C(N=C(C2C=N1)N1CCOC[C@H](C1)O)C)F